The molecule is a pyrimidine ribonucleoside 5'-monophosphate having uracil as the nucleobase. It has a role as a human metabolite, an Escherichia coli metabolite and a mouse metabolite. It is a uridine 5'-phosphate and a pyrimidine ribonucleoside 5'-monophosphate. It is a conjugate acid of a uridine 5'-monophosphate(2-). C1=CN(C(=O)NC1=O)[C@H]2[C@@H]([C@@H]([C@H](O2)COP(=O)(O)O)O)O